N-[3-chloro-4-[4-(2-pyrrolidin-3-ylacetyl)piperazine-1-carbonyl]phenyl]-5-(2,3-difluoro-4-methoxy-phenyl)-1-methyl-imidazole-2-carboxamide ClC=1C=C(C=CC1C(=O)N1CCN(CC1)C(CC1CNCC1)=O)NC(=O)C=1N(C(=CN1)C1=C(C(=C(C=C1)OC)F)F)C